C1(CCC1)NC=1C=C(C#N)C=CC1[N+](=O)[O-] 3-(cyclobutylamino)-4-nitrobenzonitrile